aluminum-copper-magnesium [Mg].[Cu].[Al]